CC1=CC=C(C=C1)S(=O)(=O)NC1=C(C=CC(=C1)C)C(=C)C1=CC=CC=C1 4-methyl-N-(5-methyl-2-(1-phenylvinyl)phenyl)benzenesulfonamide